(R)-2-(3-((6-(4-ethynyl-2-hydroxyphenyl)-5-methyl-1,2,4-triazin-3-yl)amino)piperidin-1-yl)acetic acid C(#C)C1=CC(=C(C=C1)C1=C(N=C(N=N1)N[C@H]1CN(CCC1)CC(=O)O)C)O